2-Methoxy-1-nitro-4-(1-(trifluoromethyl)cyclopropyl)benzene COC1=C(C=CC(=C1)C1(CC1)C(F)(F)F)[N+](=O)[O-]